O1CCN(CC1)C=1C2=C(N=C(N1)NC(C1=CC=CC=C1)=O)C1=C(O2)C=CC=C1 N-(4-Morpholinobenzofuro[3,2-d]pyrimidin-2-yl)benzamide